N1(CCNCC1)C1=C(C=O)C(=CC=C1)S(=O)(=O)C1=CC=C(C)C=C1 2-(piperazin-1-yl)-6-(p-toluenesulfonyl)benzaldehyde